2-(4,4-difluorocyclohexyl)-4-methylquinoline FC1(CCC(CC1)C1=NC2=CC=CC=C2C(=C1)C)F